NC1=NC=2C3=C(C(CC2C=N1)(C)C)C(=NN3C3OCCCC3)C(=O)NC=3SC=C(N3)CC(=O)N3CCC(CC3)N3CCC(CC3)C 8-amino-4,4-dimethyl-N-{4-[2-(4-methyl-1,4'-bipiperidin-1'-yl)-2-oxoethyl]-1,3-thiazol-2-yl}-1-(tetrahydro-2H-pyran-2-yl)-4,5-dihydro-1H-pyrazolo[4,3-H]quinazoline-3-carboxamide